N[C@H](CO[C@H]1C(N(CC1)C1=CC=NC[C@@]1(C#N)N1C(CCCC1)O[Si](C)(C)C(C)(C)C)=O)C (3R,4R)-4-((R)-3-((S)-2-aminopropoxy)-2-oxopyrrolidin-1-yl)-3-((tert-butyldiMethylsilyloxy)piperidin-1-yl)nicotinonitrile